methane-d-ol C(O)[2H]